1-(3-(tert-butyl)-1-phenyl-1H-1,2,4-triazol-5-yl)-3-(2-fluoro-4-((3-keto-3,4-dihydropyrido[2,3-b]pyrazin-8-yl)oxy)phenyl)urea C(C)(C)(C)C1=NN(C(=N1)NC(=O)NC1=C(C=C(C=C1)OC1=CC=NC=2NC(C=NC21)=O)F)C2=CC=CC=C2